1-(2-{4-[(3-methyl-4-{[1,2,4]triazolo[1,5-a]pyridin-7-yloxy}phenyl)amino]pyrrolo[2,1-f][1,2,4]triazin-5-yl}-2,6-diazaspiro[3.4]octan-6-yl)prop-2-en-1-one CC=1C=C(C=CC1OC1=CC=2N(C=C1)N=CN2)NC2=NC=NN1C2=C(C=C1)N1CC2(C1)CN(CC2)C(C=C)=O